piperonyl-ethanol-d4 C(C1=CC=2OCOC2C=C1)C(C(O)([2H])[2H])([2H])[2H]